C(C)C1=C(C=C(C(=O)O)C=C1)S(NC1=C(C=CC(=C1)S(=O)(=O)C)C1=NC=CC=C1)(=O)=O 4-ethyl-3-(N-(5-(methylsulfonyl)-2-(pyridin-2-yl)phenyl)sulfamoyl)benzoic Acid